COC[C@H](C(C)(C)C)NC1=C(C=NC2=CC=CC=C12)N N4-[(1S)-1-(methoxymethyl)-2,2-dimethyl-propyl]quinoline-3,4-diamine